5-(((2-(azetidin-1-yl)quinolin-7-yl)oxy)methyl)-3,4-dihydroxytetrahydrofuran-2-carbonitrile N1(CCC1)C1=NC2=CC(=CC=C2C=C1)OCC1C(C(C(O1)C#N)O)O